ethyl 5-((tert-butyldimethylsilyl)oxy)-4-(((tert-butyldimethylsilyl)oxy)methyl)-2-methylpentanoate [Si](C)(C)(C(C)(C)C)OCC(CC(C(=O)OCC)C)CO[Si](C)(C)C(C)(C)C